deoxy-2'-bromo-2'-fluorouridine Br[C@]1([C@@H](O[C@@H]([C@H]1O)CO)N1C(=O)NC(=O)C=C1)F